C(CCCCC)C1CCCC2=C(N(C3=C(C=CC=C23)C(=O)O)CC2=CC(=CC=C2)C)C1 7-hexyl-5-[(3-methylphenyl)methyl]-5H,6H,7H,8H,9H,10H-cyclohepta[b]indole-4-carboxylic acid